1,3,5-triethylhexahydros-triazine C(C)N1CN(CN(C1)CC)CC